(4R,5S)-ethyl 2,2-dimethyl-5-(5-chlorothien-2-yl)-1,3-dioxolan-4-carboxylate CC1(O[C@@H]([C@@H](O1)C(=O)OCC)C=1SC(=CC1)Cl)C